(R)-2-((R)-7-fluoro-4-methylisochroman-5-yl)-2-(methyl((1S,3S)-3-(4-(5,6,7,8-tetrahydro-1,8-naphthyridin-2-yl)butoxy)cyclopentyl)amino)acetic acid FC1=CC(=C2[C@H](COCC2=C1)C)[C@H](C(=O)O)N([C@@H]1C[C@H](CC1)OCCCCC1=NC=2NCCCC2C=C1)C